4-[(1R)-1-methyl-2-[(S)-phenyl-[(3S)-1,2,3,4-tetrahydropyrido[2,3-b]pyrazin-3-yl]methoxy]ethyl]benzonitrile C[C@@H](CO[C@H]([C@@H]1CNC2=C(N1)N=CC=C2)C2=CC=CC=C2)C2=CC=C(C#N)C=C2